N(=[N+]=[N-])\C(\C(=O)OC)=C/C1=C(C=C(C=C1)OC)Cl Methyl (Z)-2-azido-3-(2-chloro-4-methoxy-phenyl)prop-2-enoate